1,3,5-tris(3,5-di-tert-butyl-4-hydroxybenzyl)-s-triazin-2,4,6(1H,3H,5H)trione C(C)(C)(C)C=1C=C(CN2C(N(C(N(C2=O)CC2=CC(=C(C(=C2)C(C)(C)C)O)C(C)(C)C)=O)CC2=CC(=C(C(=C2)C(C)(C)C)O)C(C)(C)C)=O)C=C(C1O)C(C)(C)C